(R)-N,2-dimethyl-1-(1H-tetrazol-5-yl)propan-1-amine CN[C@H](C(C)C)C1=NN=NN1